C1(=CC=CC2=CC=CC=C12)C([O-])=S naphthalene-1-carbothioate